C(C)(C)C=1C=C2C(=NNC2=CC1C=1C=C(C=2N(C1)N=CN2)C)C2CCC(CC2)NCC(=O)N(C)C 2-((4-(5-isopropyl-6-(8-methyl-[1,2,4]triazolo[1,5-a]pyridin-6-yl)-1H-indazol-3-yl)cyclohexyl)amino)-N,N-dimethylacetamide